4-(o-tolyl)pyridin-2(1H)-one C1(=C(C=CC=C1)C1=CC(NC=C1)=O)C